4-((4-(5-(4-fluorophenoxy)-2,2-dimethylpentanoyl)piperazin-1-yl)sulfonyl)benzoic acid FC1=CC=C(OCCCC(C(=O)N2CCN(CC2)S(=O)(=O)C2=CC=C(C(=O)O)C=C2)(C)C)C=C1